3-(methoxycarbonylamino-methyl)-3,5,5-trimethylcyclohexylcarbanic acid methyl ester COC(=O)C1CC(CC(C1)(C)C)(C)CNC(=O)OC